L-lysyl-amide N[C@@H](CCCCN)C(=O)[NH-]